2-isobutyl-2-isopentyl-1,3-dimethoxypropane C(C(C)C)C(COC)(COC)CCC(C)C